3-morpholinyl-ethylene N1C(COCC1)C=C